tert-Butyl (5-hydroxypentyl)methylcarbamate OCCCCCN(C(OC(C)(C)C)=O)C